C(C)(C)(C)OC(=O)N1[C@@H](C[C@H](C1)NS(=O)(=O)C1=CC=C(C=C1)OC(F)(F)F)NC=O (2S,4R)-2-formylamino-4-((4-(trifluoromethoxy)phenyl)sulfonylamino)pyrrolidine-1-carboxylic acid tert-butyl ester